CC1(C2CCC1(C(C2)OC(=O)/C=C/C3=CC(=C(C=C3)O)OC)C)C (-)-bornyl ferulate